BrC=1C2=C(C=NC1)C(=NN2C)I 7-Bromo-3-iodo-1-methyl-pyrazolo[4,3-C]pyridine